FC(C(=O)O)(F)F.CN[C@H](C(=O)O)CC (2S)-2-(methylamino)butanoic acid trifluoroacetate salt